N-(3'-(difluoromethoxy)-5'-fluoro-4-(1-(2-methoxyethyl)-1H-pyrazol-3-yl)biphenyl-3-yl)-3-(trifluoromethyl)benzenesulfonamide FC(OC=1C=C(C=C(C1)F)C1=CC(=C(C=C1)C1=NN(C=C1)CCOC)NS(=O)(=O)C1=CC(=CC=C1)C(F)(F)F)F